COC1=CC=C(C=C1)NC(=O)N1CCCCN2[C@@H]([C@@H]([C@@H]2C1)C1=CC=C(C=C1)C#CC1=CC=CC=C1)COCCC(=O)OC methyl 3-(((8R,9R,10S)-6-((4-methoxyphenyl) carbamoyl)-9-(4-(phenylethynyl)phenyl)-1,6-diazabicyclo[6.2.0]decan-10-yl)methoxy)propanoate